tert-butyl N-[2-[6-(methylcarbamoyl)-3-pyridyl]thiazol-4-yl]carbamate CNC(=O)C1=CC=C(C=N1)C=1SC=C(N1)NC(OC(C)(C)C)=O